tert-butyl (S)-2-((tert-butoxycarbonyl)amino)-5-hydroxy-5-methylhexanoate C(C)(C)(C)OC(=O)N[C@H](C(=O)OC(C)(C)C)CCC(C)(C)O